2-((1-(2,7-dimethyl-1-oxo-3-(prop-1-yn-1-yl)-1,2-dihydroisoquinolin-5-yl)ethyl)amino)benzoic acid CN1C(C2=CC(=CC(=C2C=C1C#CC)C(C)NC1=C(C(=O)O)C=CC=C1)C)=O